2-bromo-1-(6-methoxypyridin-3-yl)ethan-1-one BrCC(=O)C=1C=NC(=CC1)OC